2H-pyrano[3,4-b]thieno[3,2-d]pyridine-1,6(4H,5H)-dione C1(COCC=2NC(C3=C(C21)C=CS3)=O)=O